3-[(E)-3-Chloroprop-2-enyl]-6,6,9-trimethyl-6a,7,8,10a-tetrahydrobenzo[c]chromene-1,8-diol Cl/C=C/CC=1C=C(C=2C3C(C(OC2C1)(C)C)CC(C(=C3)C)O)O